CN(C1CCN(CC1)C=1C=CC=2N(C(C=C(N2)C2=CC3=C(N=C(S3)C)C=C2)=O)C1)C 7-[4-(dimethylamino)piperidin-1-yl]-2-(2-methyl-1,3-benzothiazol-6-yl)-4H-pyrido[1,2-a]pyrimidin-4-one